2'-chloro-5'-methoxy-N-(5-((2-methoxyphenoxy)methyl)-1,3,4-thiadiazol-2-yl)-6-methyl-(4,4'-bipyridine)-3-carboxamide ClC1=NC=C(C(=C1)C1=C(C=NC(=C1)C)C(=O)NC=1SC(=NN1)COC1=C(C=CC=C1)OC)OC